[Pd+2].COC=1C=C(OC2=NC3=CC(=C(C=C3C=N2)OC)OC)C=C(C1)N1N=CC=C1 (3-methoxy-5-(1H-pyrazol-1-yl)phenoxy)-6,7-dimethoxyquinazoline palladium (II)